3-methoxy-5-nitro-pyridine-2-carbonitrile COC=1C(=NC=C(C1)[N+](=O)[O-])C#N